3-chloro-5-(5-(1,3-dimethyl-2-oxo-1,2-dihydroquinolin-5-yl)-5,6,7,8-tetrahydropyrido[3,2-d]pyrimidin-2-yl)-N-(3-(4-(2,6-dioxo-piperidin-3-yl)benzofuran-2-yl)prop-2-yn-1-yl)picolinamide ClC=1C(=NC=C(C1)C=1N=CC2=C(N1)CCCN2C2=C1C=C(C(N(C1=CC=C2)C)=O)C)C(=O)NCC#CC=2OC1=C(C2)C(=CC=C1)C1C(NC(CC1)=O)=O